(R)-3-(((8-isopropyl-4-((3-Nitrobenzyl)amino)pyrazolo[1,5-a][1,3,5]triazin-2-yl)oxy)methyl)piperidine-1-carboxylic acid tert-butyl ester C(C)(C)(C)OC(=O)N1C[C@@H](CCC1)COC1=NC=2N(C(=N1)NCC1=CC(=CC=C1)[N+](=O)[O-])N=CC2C(C)C